2-[6-(azetidin-3-yl)pyridazin-3-yl]-5-(2,7-dimethyl-2H-indazol-5-yl)phenol trifluoroacetate FC(C(=O)O)(F)F.N1CC(C1)C1=CC=C(N=N1)C1=C(C=C(C=C1)C1=CC2=CN(N=C2C(=C1)C)C)O